4-[(3-Ethyl-phenoxyethylthio)methyl]1,3-dihydroimidazole-2-thione C(C)C=1C=C(OCCSCC=2NC(NC2)=S)C=CC1